ClC1=C(C=C(C=C1)N1N=C(N=C1CNC(NCC1=NC=NN1CC1(CCCCC1)O)=O)C)F 3-{[1-(4-chloro-3-fluorophenyl)-3-methyl-1H-1,2,4-triazol-5-yl]methyl}-1-({1-[(1-hydroxycyclohexyl)methyl]-1H-1,2,4-triazol-5-yl}methyl)urea